sec-butylaminomethylsilane C(C)(CC)NC[SiH3]